C(C1CO1)C1C(C(CCC1N)(C)CC1CO1)(CC1CO1)CC1CO1 tetraglycidyl-4-aminocyclohexyl-methane